S(=O)(=O)(O)O.OC(C)C1=NNC(=C1N)N 1-hydroxyethyl-4,5-diaminopyrazole sulphate